8-(3-Fluorobenzyl)-2-((5-methylfuran-2-yl)methyl)-6-phenylimidazo[1,2-a]pyrazin-3-yl-acetat FC=1C=C(CC=2C=3N(C=C(N2)C2=CC=CC=C2)C(=C(N3)CC=3OC(=CC3)C)CC(=O)[O-])C=CC1